C[Si](CCOCC1=NNC2=CC(=C(C=C12)NC1=NC=NC(=C1)NC1=NC=NC=C1)OC)(C)C ((2-(trimethylsilyl)ethoxy)methyl)-5-(6-(pyrimidin-4-ylamino)pyrimidin-4-ylamino)-6-methoxyindazole